C1N(CC2=CC=CC=C12)C(=O)C=1SC=2C(C=3C=CN=CC3C(C2N1)=O)=O 2-(isoindoline-2-carbonyl)thiazolo[5,4-g]isoquinoline-4,9-dione